(+/-)-2,2'-Bis(diphenylphosphino)-1,1'-binaphthyl C1=CC=C(C=C1)P(C2=CC=CC=C2)C3=C(C4=CC=CC=C4C=C3)C5=C(C=CC6=CC=CC=C65)P(C7=CC=CC=C7)C8=CC=CC=C8